OC(C)(C)[C@@H]1OCCN(C1)C=1C=CC(=NC1)NC=1C2=C(C(=NC1)C1=CC=NC=C1)CNC2=O (R)-7-((5-(2-(2-hydroxypropan-2-yl)morpholino)pyridin-2-yl)amino)-4-(pyridin-4-yl)-2,3-dihydro-1H-pyrrolo[3,4-c]pyridin-1-one